NCC(O)C1=CC=C(C=C1)Br 2-amino-1-(4-bromophenyl)ethanol